OC=1C=C(CCNC(CCC#C)=O)C=CC1O N-(3,4-dihydroxyphenethyl)pent-4-ynamide